C1(CC1)[C@@H]1CN(CCN1)C=1N=NC(=CN1)C1=C(C=C(C=C1)N1N=CC(=N1)C)O 2-{3-[(3R)-3-cyclopropylpiperazin-1-yl]-1,2,4-triazin-6-yl}-5-(4-methyl-2H-1,2,3-triazol-2-yl)phenol